propanedioic acid, [(4-methoxyphenyl)-methylene]-bis-(1,2,2,6,6-pentamethyl-4-piperidinyl) ester C1(CC(=O)OC2C(C(N(C(C2)(C)C)C)(C)C)C(C2C(N(C(CC2O1)(C)C)C)(C)C)C1=CC=C(C=C1)OC)=O